(E)-2-(1-ethyl-3-methyl-1H-pyrazole-5-carboxamido)-3-(4-(3-(pyridin-4-yl)acrylamido)butyl)-3,4-dihydro-5-oxa-1,2a-diazaacenaphthylene-7-carboxamide C(C)N1N=C(C=C1C(=O)NC1=NC=2C=C(C=C3OCC(N1C23)CCCCNC(\C=C\C2=CC=NC=C2)=O)C(=O)N)C